C1(=CC=CC2=CC=CC=C12)[C@H](C)N1CCC(CC1)N(S(=O)(=O)C)CC(=O)NCC(NC(C#C)([2H])[2H])=O (S)-2-(N-(1-(1-(naphthalen-1-yl)ethyl)piperidin-4-yl)methylsulfonamido)-N-(2-oxo-2-((prop-2-yn-1-yl-1,1-d2)amino)ethyl)acetamide